Trans-2,2-dichloro-3-(3-chloro-4-fluorophenyl)cyclopropane-1-carboxylic acid ClC1([C@H]([C@@H]1C1=CC(=C(C=C1)F)Cl)C(=O)O)Cl